C(C#C)OC(C)N (prop-2-yn-1-yloxy)ethane-1-amine